5-methyl-7-{3-[(oxetan-3-yl)carbamoyl]azetidin-1-yl}-4-oxo-1-(1,3-thiazol-2-yl)-1,4-dihydro-1,8-naphthyridine-3-carboxylic acid CC1=C2C(C(=CN(C2=NC(=C1)N1CC(C1)C(NC1COC1)=O)C=1SC=CN1)C(=O)O)=O